C(C)(C)(C)OC(=O)N1[C@@H](C[C@@](CC1)(C(=O)OC(C)(C)C)CC1=NC(=C(C(=C1)CC)F)Cl)C di-tert-butyl-(2R,4R)-4-((6-chloro-4-ethyl-5-fluoropyridin-2-yl) methyl)-2-methylpiperidine-1,4-dicarboxylate